C(=O)(O)C(NC(COCCOCCNC(C)=O)=O)CCC(NCCCC)=O 13-carboxy-2,11,16-trioxo-6,9-dioxa-3,12,17-triazahenicosan